2-(5-(methylamino)pentyl)isoindoline-1,3-dione hydrochloride Cl.CNCCCCCN1C(C2=CC=CC=C2C1=O)=O